2-[4-[8-[3-chloro-4-(2,6-diazaspiro[3.3]heptane-2-carbonyl)anilino]imidazo[1,2-a]pyrazin-3-yl]-3-(trifluoromethyl)pyrazol-1-yl]acetonitrile ClC=1C=C(NC=2C=3N(C=CN2)C(=CN3)C=3C(=NN(C3)CC#N)C(F)(F)F)C=CC1C(=O)N1CC3(C1)CNC3